OC=1C(C(=CN2N3C(N(C(C21)=O)C)CCC(C3C3=CC=CC=C3)CC(F)(F)F)C#N)=O 7-hydroxy-5-methyl-6,8-dioxo-1-phenyl-2-(2,2,2-trifluoroethyl)-1,2,3,4,4a,5,6,8-octahydrodipyrido[1,2-b:2',1'-f][1,2,4]triazine-9-carbonitrile